OC1=CCOC2=C1C=CC=C2 4-hydroxybenzopyran